3,4,5-Triiodo-2-(2-(2-methoxyethoxy)ethoxy)benzaldehyde IC=1C(=C(C=O)C=C(C1I)I)OCCOCCOC